tin dimethyldithiocarbamate CN(C([S-])=S)C.[Sn+4].CN(C([S-])=S)C.CN(C([S-])=S)C.CN(C([S-])=S)C